C(C)(C)(C)C1=NC=C(C=N1)NCC#CC=1N(C2=CC=CC(=C2C1)NC1CCS(CC1)(=O)=O)CC(F)(F)F 4-[(2-{3-[(2-tertbutylpyrimidin-5-yl)amino]prop-1-yn-1-yl}-1-(2,2,2-trifluoroethyl)-1H-indol-4-yl)amino]-1λ6-thiane-1,1-dione